C(C)(C)C1CCC(OC1=O)CC(=O)O 2-(5-Isopropyl-6-oxotetrahydro-2H-pyran-2-yl)acetic acid